Neodymium (III) fluoride [F-].[Nd+3].[F-].[F-]